5-((tert-Butyloxycarbonyl)amino)-2-fluorophenylsulfamate C(C)(C)(C)OC(=O)NC=1C=CC(=C(C1)NS([O-])(=O)=O)F